C(#N)C=1C=C(C(=NC1)OCC1=NC=CC(=N1)O[C@@H]1C[C@@H](N(CC1)CC1=NC2=C(N1C[C@@H](C)OC(F)F)C=C(C=C2)C(=O)O)C)F (((2S,4S)-4-((2-(((5-cyano-3-fluoropyridin-2-yl)oxy)methyl)pyrimidin-4-yl)oxy)-2-methylpiperidin-1-yl)methyl)-1-((R)-2-(difluoromethoxy)propyl)-1H-benzo[d]imidazole-6-carboxylic acid